C(\C=C\C(=O)O)(=O)O.C(CCO)O.C(CCO)O propane-1,3-diol hemifumarate